bis-(di-tert-butylphenyl)iodonium camphorsulfonate C12(C(=O)CC(CC1)C2(C)C)CS(=O)(=O)[O-].C(C)(C)(C)C=2C(=C(C=CC2)[I+]C2=C(C(=CC=C2)C(C)(C)C)C(C)(C)C)C(C)(C)C